[4-[5-chloro-1-(2-hydroxy-2-methyl-propyl)indazol-3-yl]piperidino]-[6-(5-cyclopropyl-4H-1,2,4-triazol-3-yl)-2-azaspiro[3.3]heptan-2-yl]methanone ClC=1C=C2C(=NN(C2=CC1)CC(C)(C)O)C1CCN(CC1)C(=O)N1CC2(C1)CC(C2)C2=NN=C(N2)C2CC2